O1[C@H](CCC1)C(=O)O R-(+)-tetrahydrofuran-2-carboxylic acid